C(C)(C)(C)OC(=O)N1CCC2(CN(C2)C2=NC=NC=C2OC2=C(C=C(C=C2)F)C(N(C(C)C)CC)=O)CC1.C1(=CC=CC=2C3=CC=CC=C3C3=CC=C4C(=C3C12)C=CC=C4)C4=C(C1=CC2=CC=CC=C2C=C1C=C4)C4=COC=1C4=CC=C4C1C=CC1=CC=CC=C14 (benzotriphenylenyl)(naphthobenzofuranyl)anthracene tert-butyl-2-(5-(2-(ethyl-(isopropyl)carbamoyl)-4-fluorophenoxy)pyrimidin-4-yl)-2,7-diazaspiro[3.5]nonane-7-carboxylate